ClC=1C(=CC(=C(C1)S(=O)(=O)N1[C@@H](CCC1)C(=O)OC)O)C Methyl ((5-chloro-2-hydroxy-4-methylphenyl)sulfonyl)-L-prolinate